C(C)C=1C(NC=2C=C(C=NC2C1)CN1C[C@H]2N(C3=C(NC2=O)N=C(C=C3)C(=O)NC)CC1)=O |r| (±)-3-((7-Ethyl-6-oxo-5,6-dihydro-1,5-naphthyridin-3-yl)methyl)-N-methyl-5-oxo-2,3,4,4a,5,6-hexahydro-1H-pyrazino[1,2-a]pyrido[2,3-e]pyrazine-8-carboxamide